C1(CC1)N1N=C(C2=C1C=NNC2=O)C 1-cyclopropyl-3-methyl-1,5-dihydro-4H-pyrazolo[3,4-d]Pyridazin-4-one